ClC1=NC(=NC2=CC(=C(C=C12)OC)OC)NC(=O)NC 1-(4-chloro-6,7-dimethoxyquinazolin-2-yl)-3-methylurea